C(CCCC)OC=1C(=CC=2C3=CC(=C(C=C3C3=CC(=C(C=C3C2C1)OCCCCC)CCCCCCO)OCCCCC)OCCCCC)CCCCCCO 3,6,10,11-tetra(n-pentyloxy)triphenylene-2,7-dihexanol